[N-]=C=O.[N-]=C=O.ClCC(C1=CC=CC=C1)(C1=CC=CC=C1)CCl bischloromethyl-diphenylmethane diisocyanate